tert-butyl (2R)-4-cyano-2-methylpiperidine-1-carboxylate C(#N)C1C[C@H](N(CC1)C(=O)OC(C)(C)C)C